Cl.FC(CNCC(=O)O)(F)F 2-((2,2,2-trifluoroethyl)amino)acetic acid hydrochloride